4,5-Dichloropyridazin ClC1=CN=NC=C1Cl